BrC1=C(C(=O)OC)C=CC(=C1)N1CC(C1)C(OC)OC methyl 2-bromo-4-[3-(dimethoxymethyl)azetidin-1-yl]benzoate